ClC1=NC(=CC2=C1CCN2C(=O)OCCCC)N2CCOCC2 butyl 4-chloro-6-morpholino-2,3-dihydro-1H-pyrrolo[3,2-c]pyridine-1-carboxylate